3-((3,5-difluoro-3'-(methoxy-d3)-[1,1'-biphenyl]-4-yl)carbamoyl)thiophene-2-carboxylic acid methyl ester COC(=O)C=1SC=CC1C(NC1=C(C=C(C=C1F)C1=CC(=CC=C1)OC([2H])([2H])[2H])F)=O